nickel cobalt manganese phosphate salt P(=O)([O-])([O-])[O-].[Mn+2].[Co+2].[Ni+2].P(=O)([O-])([O-])[O-]